ethylimino-[2-[3-ethylsulfonyl-5-[3-(trifluoromethyl)pyrazol-1-yl]-2-pyridyl]-1,3-benzoxazol-5-yl]-oxo-(trifluoromethyl)-λ6-sulfane C(C)N=S(C(F)(F)F)(=O)C=1C=CC2=C(N=C(O2)C2=NC=C(C=C2S(=O)(=O)CC)N2N=C(C=C2)C(F)(F)F)C1